FC=1C(=C(C(=NC1)OCCN(C)CCCF)C)[C@H]1N(C(CC2=C1NC1=CC=CC=C21)C)C[C@H](C(=O)O)C (R)-3-((1R,1R)-1-(5-fluoro-2-(2-((3-fluoropropyl)(methyl)amino)ethoxy)-3-methylpyridin-4-yl)-3-methyl-1,3,4,9-tetrahydro-2H-pyrido[3,4-b]indol-2-yl)-2-methylpropanoic acid